(3-(2-(2-aminoethoxy)ethoxy)propionyl)-L-alanine NCCOCCOCCC(=O)N[C@@H](C)C(=O)O